C(/C=C/Cl)Cl The molecule is a 1,3-dichloropropene with a (E)-configuration. It has a role as a fumigant. It is a 1,3-dichloropropene and a chloroalkene. It derives from a hydride of a propene.